CC=1[CH-]C2=CC=3C(CC(C3C=C2C1)(C)C)(C)C 2,5,5,7,7-pentamethyl-1,5,6,7-tetrahydro-s-indacenide